1-(3,4-Dimethoxyphenyl)-2-(2-methoxyphenoxy)propane COC=1C=C(C=CC1OC)CC(C)OC1=C(C=CC=C1)OC